((methylsulfonyl)methyl)-1H-indazol CS(=O)(=O)CN1N=CC2=CC=CC=C12